C(C)N(CC)CC1=C(C=CC=C1)O diethylaminomethyl-phenol